1-(3-(methyl-d3)quinoxalin-6-yl)ethan-1-one C(C=1C=NC2=CC=C(C=C2N1)C(C)=O)([2H])([2H])[2H]